C(CC)N(CCC)CC(=O)OCCCCCCCC 1-octanol N,N-dipropylaminoacetate